Cl.C1(CCC1)OC=1C(=CC2=CN(N=C2C1)C)C(=O)NC=1N=NC(=CC1)N1CCNCC1 6-cyclobutoxy-2-methyl-N-(6-(piperazin-1-yl)pyridazin-3-yl)-2H-indazole-5-carboxamide HCl salt